COC1=C(C=CC=C1C=1C=NN(C1)C1CCN(CC1)CC1=NC=CC=C1)C1=C2C=C(N=CC2=C(N=C1)NC)NC(=O)C1CC1 N-(5-(2-methoxy-3-(1-(1-(pyridin-2-ylmethyl)piperidin-4-yl)-1H-pyrazol-4-yl)phenyl)-8-(methylamino)-2,7-naphthyridin-3-yl)cyclopropanecarboxamide